5-[(tert-butoxycarbonylamino)methyl]thiophene-2-carboxylic acid C(C)(C)(C)OC(=O)NCC1=CC=C(S1)C(=O)O